BrC=1C=C(C=2N(C1)C(=CN2)C=O)F 6-bromo-8-fluoroimidazo[1,2-a]pyridine-3-carbaldehyde